7-chloro-1-isopropyl-4-((2R,3S)-2-methyl-3-(methylsulfonylmethyl)azetidin-1-yl)-2,6-naphthyridine ClC1=NC=C2C(=CN=C(C2=C1)C(C)C)N1[C@@H]([C@H](C1)CS(=O)(=O)C)C